C(=CC1=CC=CC=C1)C1=C(C=C(C=C1)C1C(C2=CC=CC=C2C=C1)O)S(=O)(=O)O (4-styryl-3-sulfophenyl)-2H-naphthol